C(C1=CC=CC=C1)N1CCC(CC1)CCNC(=O)N1[C@@H](CN(C[C@@H]1C)C1=NC=C(C(=N1)NC)C#N)C (2R,6S)-N-[2-(1-benzylpiperidin-4-yl)ethyl]-4-[5-cyano-4-(methylamino)pyrimidin-2-yl]-2,6-dimethylpiperazine-1-carboxamide